N(N)C=1SC(=C(N1)C)C(=O)O 2-hydrazinyl-4-methylthiazole-5-carboxylic Acid